(S)-5-((((2-(4'-Fluoro-2'-(4-methyl-4H-1,2,4-triazol-3-yl)-[1,1'-biphenyl]-3-yl)-7-(trifluoromethyl)benzo[d]oxazol-5-yl)methyl)amino)methyl)pyrrolidin-2-one FC1=CC(=C(C=C1)C1=CC(=CC=C1)C=1OC2=C(N1)C=C(C=C2C(F)(F)F)CNC[C@@H]2CCC(N2)=O)C2=NN=CN2C